(S)-10-((5-(ethoxycarbonyl)-2-oxo-4-phenylpyridin-1(2H)-yl)methyl)-10-hydroxy-7-azaspiro[4.5]Decane-7-carboxylic acid tert-butyl ester C(C)(C)(C)OC(=O)N1CC2(CCCC2)[C@](CC1)(O)CN1C(C=C(C(=C1)C(=O)OCC)C1=CC=CC=C1)=O